[C@H]12CN(C[C@H](CC1)N2)C=2C1=C(N=C(N2)OC[C@H]2N(CCC2)C)CN(CC1)C1=CC(=CC2=CC=CC(=C12)Cl)O 4-(4-((1R,5S)-3,8-diazabicyclo[3.2.1]octan-3-yl)-2-(((S)-1-methylpyrrolidin-2-yl)methoxy)-5,8-dihydropyrido[3,4-d]pyrimidin-7(6H)-yl)-5-chloronaphthalen-2-ol